N-(4'-isopropyl-6-methoxy-[1,1'-biphenyl]-3-yl)cyclopropanesulfonamide methyl-α-oxo-phenylacetate COC(C(=O)C1=CC=CC=C1)=O.C(C)(C)C1=CC=C(C=C1)C1=CC(=CC=C1OC)NS(=O)(=O)C1CC1